CN(C)C(C(=O)N(C)C)C dimethylamino-N,N-dimethylpropionamide